FC1=CC=C(C(=C1C=1NC(=C(N1)C)C)O)OC 2-(6-fluoro-2-hydroxy-3-methoxyphenyl)-4,5-dimethylimidazole